C(N)(=O)CN1C(N(C2=C(C1=O)C(=C(S2)C(=O)OCC)C)C[C@@H](OC(C)C)C2=CC=CC=C2)=O ethyl 3-(carbamoylmethyl)-5-methyl-2,4-dioxo-1-[(2S)-2-phenyl-2-(propan-2-yloxy)ethyl]-1H,2H,3H,4H-thieno[2,3-d]pyrimidine-6-carboxylate